N2,N4-bis(3,3-difluorocyclobutyl)-6-(4-(difluoromethyl)thiazol-2-yl)-1,3,5-triazine-2,4-diamine FC1(CC(C1)NC1=NC(=NC(=N1)NC1CC(C1)(F)F)C=1SC=C(N1)C(F)F)F